FC1(CN(CC[C@@H]1NC1=NN2C(C(=N1)OC)=C(C=C2)C=2C=C1N=CC=NC1=CC2)C2COC2)F (S)-N-(3,3-difluoro-1-(oxetan-3-yl)piperidin-4-yl)-4-methoxy-5-(quinoxalin-6-yl)pyrrolo[2,1-f][1,2,4]triazin-2-amine